2-(3-(2-((3-(furan-2-yl)phenyl)amino)-2-oxoacetamido)phenyl)-6-hydroxy-3-iodo-1-methyl-1H-indole-5-carboxylic acid O1C(=CC=C1)C=1C=C(C=CC1)NC(C(=O)NC=1C=C(C=CC1)C=1N(C2=CC(=C(C=C2C1I)C(=O)O)O)C)=O